C(CCCCCC)[C@@H]1CCC(O1)=O |r| (+/-)-5-heptyldihydro-2(3H)-furanone